C(C1=CC=CC=C1)OCCC1(CCOCC1)CNC1=C(C(=CC=C1)C)[N+](=O)[O-] N-({4-[2-(benzyloxy)ethyl]oxacyclohex-4-yl}methyl)-3-methyl-2-nitroaniline